O=C(CCC(=O)O)CC[C@H]1C(NCCC1)=O.NC1=NC=NC2=C1C(=C1CC[C@H](CN21)NC(C=C)=O)C2=CC=C(C=C2)OC2=CC=CC=C2 (R)-N-(4-amino-5-(4-phenoxyphenyl)-6,7,8,9-tetrahydropyrimidino[5,4-b]indolizin-8-yl)acrylamide 2-oxo-4-((S)-2-oxopiperidin-3-yl)butyl-acetate